C(C)(C)(C)OC(=O)N1C[C@@H]([C@](CC1)(C1=CC(=C2C(=N1)C(=CS2)C(NC)=O)C(F)(F)F)O)O (3s,4s)-3,4-dihydroxy-4-(3-(methylcarbamoyl)-7-(trifluoromethyl)thieno[3,2-b]pyridin-5-yl)piperidine-1-carboxylic acid tert-butyl ester